BrC=1C=C2C(C(N(C2=CC1)CCON1C(C2=CC=C(C=C2CC1)OC)(C)CC(=O)NC=1SC=CN1)=O)=CC1=CC(=C(C(=C1)Br)O)Br 2-(2-(2-(5-bromo-3-(3,5-dibromo-4-hydroxybenzylidene)-2-oxindol-1-yl)ethoxy)-6-methoxy-1-methyl-1,2,3,4-tetrahydroisoquinolin-1-yl)-N-(thiazol-2-yl)acetamide